tert-butyl 4-(3-chloro-4-(((1R,3S)-3-((6-chloro-2-(trifluoromethyl)quinolin-4-yl)amino)cyclohexyl)carbamoyl)-1H-pyrazol-1-yl)piperidine-1-carboxylate ClC1=NN(C=C1C(N[C@H]1C[C@H](CCC1)NC1=CC(=NC2=CC=C(C=C12)Cl)C(F)(F)F)=O)C1CCN(CC1)C(=O)OC(C)(C)C